1-(4-((3-amino-6-methylisoxazolo[5,4-b]pyridin-4-yl)methyl)phenyl)-3-(4-isopropylphenyl)urea NC1=NOC2=NC(=CC(=C21)CC2=CC=C(C=C2)NC(=O)NC2=CC=C(C=C2)C(C)C)C